β-Guanidinopropionate N(C(=N)N)CCC(=O)[O-]